4'-azido-2,5-dimethoxy-1,1'-biphenyl N(=[N+]=[N-])C1=CC=C(C=C1)C1=C(C=CC(=C1)OC)OC